C(C)(=O)O[C@@H]1COCC[C@H]1NC1=NN2C(C=N1)=C(C(=C2C(C)C)C#C[Si](C)(C)C)F (3S,4R)-4-({5-fluoro-7-isopropyl-6-[2-(trimethylsilyl)ethynyl]pyrrolo[2,1-f][1,2,4]triazin-2-yl}amino)oxan-3-yl acetate